N,N',N''-Tris(2-methylcyclohexyl)1,2,3-propanetricarboxamide CC1C(CCCC1)NC(=O)CC(CC(=O)NC1C(CCCC1)C)C(=O)NC1C(CCCC1)C